bis(methylethylphosphinic acid) zinc salt [Zn+2].CP([O-])(=O)CC.CP([O-])(=O)CC